2,5-bis-(α-cyano-4-methoxystyryl)-thiophene C(#N)C(=CC1=CC=C(C=C1)OC)C=1SC(=CC1)C(=CC1=CC=C(C=C1)OC)C#N